4-((2-Hydroxyethyl)sulfonamido)-N-(6-(2-methylpropan-2-ylsulfonimidoyl)pyridin-2-yl)-2-(6-azaspiro[2.5]octan-6-yl)benzamide OCCS(=O)(=O)NC1=CC(=C(C(=O)NC2=NC(=CC=C2)S(=O)(=N)C(C)(C)C)C=C1)N1CCC2(CC2)CC1